tert-Butyl ((3S,5R)-1-((R)-3-amino-7-((tert-butyldimethylsilyl)oxy)-6,7-dihydro-5H-cyclopenta[b]pyridine-4-yl)-5-methylpiperidin-3-yl)carbamate NC=1C(=C2C(=NC1)[C@@H](CC2)O[Si](C)(C)C(C)(C)C)N2C[C@H](C[C@H](C2)C)NC(OC(C)(C)C)=O